ClC1=CC=C2C(=N1)C(=CN2)NC2=NC1=C(N2)C=CC=C1N1CCCCC1 N-(5-Chloro-1H-pyrrolo[3,2-b]pyridin-3-yl)-4-(piperidin-1-yl)-1H-benzo[d]imidazol-2-amine